2-(Methoxyphenyl)-4,6-bis(trichloromethyl)-s-triazine COC1=C(C=CC=C1)C1=NC(=NC(=N1)C(Cl)(Cl)Cl)C(Cl)(Cl)Cl